8-((4-(4-chlorophenoxy)-3,5-difluorophenyl)sulfonyl)-N-hydroxy-3-(2-(pyridin-4-yl)acetyl)-3,8-diazabicyclo[3.2.1]octane-1-carboxamide ClC1=CC=C(OC2=C(C=C(C=C2F)S(=O)(=O)N2C3(CN(CC2CC3)C(CC3=CC=NC=C3)=O)C(=O)NO)F)C=C1